(1R,3r,5S)-3-(4-(1,4-dimethyl-2-(4-(methylsulfonyl)phenyl)-1H-pyrrolo[3,2-c]pyridin-6-yl)-3-fluorophenyl)-8-isopropyl-8-azabicyclo[3.2.1]octan-3-ol CN1C(=CC=2C(=NC(=CC21)C2=C(C=C(C=C2)C2(C[C@H]1CC[C@@H](C2)N1C(C)C)O)F)C)C1=CC=C(C=C1)S(=O)(=O)C